C1(=C(C=CC2=CC=CC=C12)P(C(C)(C)C)C(C)(C)C)C1=CC=CC2=CC=CC=C12 [1,1'-binaphthalen]-2-yldi-tert-butylphosphane